1-(4-(6-chloro-7-(2-chloro-5-hydroxyphenyl)quinazolin-4-yl)piperazin-1-yl)prop-2-en-1-one ClC=1C=C2C(=NC=NC2=CC1C1=C(C=CC(=C1)O)Cl)N1CCN(CC1)C(C=C)=O